6-[[3-[5-(trifluoromethyl)-2-thienyl]imidazo[1,2-b]pyridazin-6-yl]amino]-1,4-oxazepan-4-carboxylic acid tert-butyl ester C(C)(C)(C)OC(=O)N1CCOCC(C1)NC=1C=CC=2N(N1)C(=CN2)C=2SC(=CC2)C(F)(F)F